C(C)(C)(C)OC(N(C(=O)OC(C)(C)C)C1=NC=C(C=C1C)Br)=O.C(C)(C)C1=CC=C(C=N1)C(C)=O 1-(6-Isopropylpyridin-3-yl)ethan-1-one tert-butyl-N-(5-bromo-3-methyl-2-pyridyl)-N-tert-butoxycarbonyl-carbamate